1,1-difluoro-2-oxoethanesulfonate FC(C=O)(S(=O)(=O)[O-])F